Cl.S1N=CC=C1S(=O)(=O)N isothiazole-5-sulfonamide hydrochloride